tert-butyl-(4-iodobutyloxy)-dimethylsilane C(C)(C)(C)[Si](C)(C)OCCCCI